(S)-(1-(2-chloropyrido[3,4-d]pyrimidin-4-yl)pyrrolidin-2-yl)methanol ClC=1N=C(C2=C(N1)C=NC=C2)N2[C@@H](CCC2)CO